OC(CNC(=O)C1=NC=C(C=C1)N)C 5-Amino-pyridine-2-carboxylic acid (2-hydroxy-propyl)-amide